NC1=NC=CC=2N1C(=NC2C2CN(CC2)C(C=C)=O)C2=CC(=C(C=C2)OC2=NC=CC=C2C(F)(F)F)F 1-(3-(5-amino-3-(3-fluoro-4-((3-(trifluoromethyl)pyridin-2-yl)oxy)phenyl)imidazo[1,5-c]pyrimidin-1-yl)pyrrolidin-1-yl)prop-2-en-1-one